acryloxypropyl-diisopropoxymethylsilane C(C=C)(=O)OCCC[SiH2]C(OC(C)C)OC(C)C